C(C1=CC=CC=C1)(=O)N1C(NC=C(C1=O)Br)=O 3-Benzoyl-5-bromopyrimidine-2,4(1H,3H)-dione